bis(2-propenyl)1,2-cyclohexanedicarboxylic acid C(C=C)C1(C(CCCC1)(C(=O)O)CC=C)C(=O)O